2-methoxy-8-hydroxyquinoline lead salt [Pb].COC1=NC2=C(C=CC=C2C=C1)O